dichloro[1,3-bis(2,4,6-trimethylphenyl)-2-imidazolidinylidene][3-(2-pyridinyl)propylidene]ruthenium(II) Cl[Ru-4](=CCCC1=NC=CC=C1)(=C1N(CCN1C1=C(C=C(C=C1C)C)C)C1=C(C=C(C=C1C)C)C)Cl